(2β,3α,5α,15β,25R)-Spirostan-2,3,15-triol C[C@H]1[C@H]2[C@H]([C@H]([C@H]3[C@@H]4CC[C@H]5C[C@@H]([C@H](C[C@]5(C)[C@H]4CC[C@]23C)O)O)O)O[C@]12CC[C@@H](C)CO2